N-tert-butyl-7-[(1S,5R)-3-(2-chloro-4-fluoro-benzoyl)-3,8-diazabicyclo[3.2.1]octan-8-yl]-1H-indazole-5-sulfonamide C(C)(C)(C)NS(=O)(=O)C=1C=C2C=NNC2=C(C1)N1[C@@H]2CN(C[C@H]1CC2)C(C2=C(C=C(C=C2)F)Cl)=O